BrC=1C=CC2=C(N(C(=N2)C(C)C2=C(C(=NC=3CNCCC23)OCC2=C(C=C(C=C2)Cl)F)C(F)(F)F)C[C@H]2OCC2)C1F (1-(6-bromo-7-fluoro-1-(((S)-oxetan-2-yl)methyl)-1H-benzo[d]imidazol-2-yl)ethyl)-2-((4-chloro-2-fluorobenzyl)oxy)-3-(trifluoromethyl)-5,6,7,8-tetrahydro-1,7-naphthyridine